C(C1=CC=CC=C1)N1C(C(=CC2=C1N=C(N=C2)S(=O)(=O)C)C2=C(C=CC=C2Cl)Cl)=O 8-benzyl-6-(2,6-dichlorophenyl)-2-(methylsulfonyl)pyrido[2,3-d]pyrimidin-7(8H)-one